N-(4-methylbenzyl)-4-bromoaniline CC1=CC=C(CNC2=CC=C(C=C2)Br)C=C1